2-(2-aminoethyl)-N-[(3-fluoropyridin-2-yl)methyl]-4-methyl-1,3-thiazole-5-carboxamide NCCC=1SC(=C(N1)C)C(=O)NCC1=NC=CC=C1F